propyl-3,4,5-tris((2-ethylhexyl)oxy)benzoic acid C(CC)C1=C(C(=O)O)C=C(C(=C1OCC(CCCC)CC)OCC(CCCC)CC)OCC(CCCC)CC